N-nitroso-3-(hydroxyethyl)urea N(=O)NC(=O)NCCO